N1(CCOCC1)C1=NC=CC(=C1)C(=O)NC1CCC(CC1)NC1=CC(=NC2=CC=C(C=C12)Cl)C(F)(F)F 2-(morpholin-4-yl)-N-[(1s,4s)-4-{[6-chloro-2-(trifluoromethyl)quinolin-4-yl]amino}cyclohexyl]pyridine-4-carboxamide